2-{[(2S)-3-(5-chloro-1H,3H-spiro[1-benzofuran-2,4'-piperidin]-1'-yl)-2-hydroxypropyl]oxy}-4-hydroxybenzoic acid ClC=1C=CC2=C(CC3(CCN(CC3)C[C@@H](COC3=C(C(=O)O)C=CC(=C3)O)O)O2)C1